COC1=CC=C(CN(C2=CC(=C(C(=N2)C2=C(C=C3C(NC(=NC3=C2F)Cl)=O)Cl)C(F)(F)F)C)CC2=CC=C(C=C2)OC)C=C1 (R)-7-(6-(bis(4-methoxybenzyl)amino)-4-methyl-3-(trifluoromethyl)pyridin-2-yl)-2,6-dichloro-8-fluoroquinazolin-4(3H)-one